(R)-N-((2,3-dihydrobenzofuran-7-yl)methyl)-2-(9-(pyridin-2-yl)-6-oxaspiro[4.5]decan-9-yl)ethylamine O1CCC2=C1C(=CC=C2)CNCC[C@]2(CCOC1(CCCC1)C2)C2=NC=CC=C2